N-(4-(4-(4-methylpiperazin-1-yl)-4-oxobutyl)-1-phenyl-1H-imidazol-2-yl)benzamide succinate C(CCC(=O)O)(=O)O.CN1CCN(CC1)C(CCCC=1N=C(N(C1)C1=CC=CC=C1)NC(C1=CC=CC=C1)=O)=O